N1(CCNCC1)C(=O)N1CCSC2=C(C1)C(=CC=C2)OC(F)(F)F piperazin-1-yl(6-(trifluoromethoxy)-2,3-dihydrobenzo[f][1,4]thiazepin-4(5H)-yl)methanone